3-bromo-5-(1,3-dioxolan-2-yl)pyridine BrC=1C=NC=C(C1)C1OCCO1